O1[C@H](CCC1)COS(=O)(=O)C methanesulfonic acid (R)-1-(tetrahydrofuran-2-yl)methyl ester